(S)-N-[(R)-[4,5-dichloro-2-(prop-2-en-1-yloxy)phenyl]([1-[(4R)-2,2-dimethyl-1,3-dioxolane-4-carbonyl]-3-methylpiperidin-4-yl])methyl]-2-methylpropane-2-sulfinamide ClC1=CC(=C(C=C1Cl)[C@H](N[S@@](=O)C(C)(C)C)C1C(CN(CC1)C(=O)[C@@H]1OC(OC1)(C)C)C)OCC=C